BrCCCCCCOC(CCC(OCC\C=C/CCCCC)OCC\C=C/CCCCC)=O 4,4-bis(((Z)-non-3-en-1-yl)oxy)butanoic acid 6-bromohexyl ester